t-amylperoxy benzoate C(C1=CC=CC=C1)(=O)OOOC(C)(C)CC